3-methyl-thiofuran CC1=CSC=C1